ClC1=C(C=CC2=C1C(=NCC=1N2N=C(N1)C)C1=C(C=CC=C1F)F)Cl 7,8-dichloro-6-(2,6-difluorophenyl)-2-methyl-4H-[1,2,4]triazolo[1,5-a][1,4]benzodiazepine